Methyl (R)-6-(pyrrolidin-3-yloxy)hexanoate hydrochloride Cl.N1C[C@@H](CC1)OCCCCCC(=O)OC